C(C=C)(=O)N1C[C@@H](CCC1)N1C(N(C=2C=NC=CC21)C2=CC(=C(C=C2)OC2=CC=CC=C2)Cl)=O (R)-1-(1-acryloylpiperidin-3-yl)-3-(3-chloro-4-phenoxyphenyl)-1H-imidazo[4,5-c]pyridin-2(3H)-one